2-Sulfoethyl 2,3,4-tri-O-acetyl-β-D-xylopyranoside, Sodium Salt [Na+].C(C)(=O)O[C@H]1[C@H](OCCS(=O)(=O)[O-])OC[C@H]([C@@H]1OC(C)=O)OC(C)=O